1-(11Z-eicosenoyl)-2-(13Z,16Z-docosadienoyl)-glycero-3-phospho-(1'-sn-glycerol) CCCCCCCC/C=C\CCCCCCCCCC(=O)OC[C@H](COP(=O)(O)OC[C@H](CO)O)OC(=O)CCCCCCCCCCC/C=C\C/C=C\CCCCC